(2R)-1-benzyl-N-[(1R,4R)-4-hydroxy-4-(trifluoromethyl)cyclohexyl]-2-(trifluoromethyl)piperidine-4-carboxamide C(C1=CC=CC=C1)N1[C@H](CC(CC1)C(=O)NC1CCC(CC1)(C(F)(F)F)O)C(F)(F)F